N1C(=NC=C1)C#CC1=C(C=C(OC2=C(N=NN2)C(=O)O)C=C1)OC(F)(F)F 5-(4-((1H-imidazol-2-yl)ethynyl)-3-(trifluoromethoxy)phenoxy)-1H-1,2,3-triazole-4-carboxylic acid